C1(CCCC1)N1C(C(N(CC1)C(CC=1SC(=NN1)C1=CC=CC=C1)C)=O)=O 1-cyclopentyl-4-(1-(5-phenyl-1,3,4-thiadiazol-2-yl)propan-2-yl)piperazine-2,3-dione